4-(6-(2,5-Difluorophenyl)-6-(4-fluoro-6-(4-(1-methylpiperidin-4-yl)phenyl)-1-oxoisoindolin-2-yl)hex-1,3-diyn-1-yl)-1H-pyrrole FC1=C(C=C(C=C1)F)C(CC#CC#CC=1C=CNC1)N1C(C2=CC(=CC(=C2C1)F)C1=CC=C(C=C1)C1CCN(CC1)C)=O